1-((1R,2S)-1-hydroxy-2-((S)-5H-imidazo[5,1-a]isoindol-5-yl)-7-azaspiro[3.5]nonan-7-yl)-3-(pyridin-3-yl)propan-1-one O[C@@H]1[C@@H](CC12CCN(CC2)C(CCC=2C=NC=CC2)=O)[C@@H]2N1C(C3=CC=CC=C23)=CN=C1